1-(4-(4-Bromo-5-chloro-3-fluoro-2-(methylamino)benzoyl)piperazin-1-yl)prop-2-en-1-one BrC1=C(C(=C(C(=O)N2CCN(CC2)C(C=C)=O)C=C1Cl)NC)F